C1(CCCC1)CNC1CN(C1)C(=O)C=1C=C(CC2=NNC(C3=CC=CC=C23)=O)C=CC1F 4-(3-(3-((cyclopentylmethyl)amino)azetidine-1-carbonyl)-4-fluorobenzyl)phthalazin-1(2H)-one